C[C@H]1CC[C@H]2[C@@H]1[C@@H](OC=C2C(=O)[O-])O The molecule is a monocarboxylic acid anion that is the conjugate base of 7-deoxyloganetic acid, obtained by deprotonation of the carboxy group; major species at pH 7.3. It is a conjugate base of a 7-deoxyloganetic acid.